2-(2-oxopiperidin-1-yl)ethyl 3-{[(2E)-3-(benzenesulfonyl)prop-2-en-1-yl]carbamoyl}-2-oxo-1,2,5,6,7,8-hexahydro-1,6-naphthyridine-6-carboxylate C1(=CC=CC=C1)S(=O)(=O)/C=C/CNC(=O)C=1C(NC=2CCN(CC2C1)C(=O)OCCN1C(CCCC1)=O)=O